(Z)-6-bromo-3-(phenyl((4-(piperidin-1-ylmethyl)phenyl)amino)methylene)indolin-2-one BrC1=CC=C2/C(/C(NC2=C1)=O)=C(/NC1=CC=C(C=C1)CN1CCCCC1)\C1=CC=CC=C1